ClC1=CC=C2C(=C(/C(/C2=C1)=C/C1=CC=C(C=C1)OC1=CC=C(C=C1)F)C)CC(=O)O (Z)-2-(6-Chloro-1-(4-(4-fluorophenoxy)benzylidene)-2-methyl-1H-inden-3-yl)acetic acid